C(C(C)C)C(C#C)(CC(C)C)O 3-isobutyl-5-methyl-1-hexyn-3-ol